C(C1=CC=CC=C1)OC1=CC=C(C=CC(=O)O)C=C1 4-benzyloxycinnamic acid